3-chloro-2-fluoro-5-(trifluoromethyl)benzaldehyde ClC=1C(=C(C=O)C=C(C1)C(F)(F)F)F